(2S,3S)-3-(4-methoxy-2-methylphenyl)butan-2-yl N-({3-[(2-methylpropanoyl)oxy]-4-methoxypyridin-2-yl}carbonyl)-L-alaninate CC(C(=O)OC=1C(=NC=CC1OC)C(=O)N[C@@H](C)C(=O)O[C@@H](C)[C@@H](C)C1=C(C=C(C=C1)OC)C)C